C(CC)[Si](OCC)(OCC)OCC n-Propyltrieth-oxysilane